ClC=1C=CC(=NC1)OC1=C(C=C(C=C1)NC(=O)NC(=O)C1(CC(C1)OC)C)C N-((4-((5-chloropyridin-2-yl)oxy)-3-methylphenyl)carbamoyl)-3-methoxy-1-methylcyclobutane-1-carboxamide